(S)-3-isopropyl-6-(1-methyl-3,4-dihydroisoquinolin-2(1H)-yl)pyrimidine-2,4(1H,3H)-dione C(C)(C)N1C(NC(=CC1=O)N1[C@H](C2=CC=CC=C2CC1)C)=O